ClC1=CC=C(C=C1)CNC(=O)C=1C(=NC(=NC1C)N1CCOCC1)SCC N-[(4-Chlorophenyl)-methyl]-4-ethylsulfanyl-6-methyl-2-morpholin-4-yl-pyrimidine-5-carboxylic acid amide